vinyl-tris(ethoxymethoxy)silane C(=C)[Si](OCOCC)(OCOCC)OCOCC